ClC1=CC=C2C(=C1)NC(C21N(C(C=2N=C(N(C21)C(C)C)C2=C(C=CC=C2)OC)=O)C2=C(C=CC(=C2)Cl)C)=O 6-chloro-5'-(5-chloro-2-methylphenyl)-3'-isopropyl-2'-(2-methoxyphenyl)-3'H-spiro[indoline-3,4'-pyrrolo[3,4-d]imidazole]-2,6'(5'H)-dione